ethyl (3-{(1R)-1-[(tert-butoxycarbonyl)amino]ethyl}-2-fluorophenyl)(difluoro)acetate C(C)(C)(C)OC(=O)N[C@H](C)C=1C(=C(C=CC1)C(C(=O)OCC)(F)F)F